iso-propyl-1,4-dimethyl-8-phenyldihydroazulenid C(C)(C)C1[C-](C2=C(C=CC=C(C2C1)C)C1=CC=CC=C1)C